FC(C(C(C(C(F)(F)OC(C=C)=O)(F)F)(F)F)(F)F)(CCC(F)(F)F)F Tridecafluorooctylacrylat